(1-(cyclohexyloxy)-4-hydroxy-7-phenoxyisoquinoline-3-carbonyl)glycine C1(CCCCC1)OC1=NC(=C(C2=CC=C(C=C12)OC1=CC=CC=C1)O)C(=O)NCC(=O)O